2-hydroxyethyl ether OCCOCCO